C(C)N1C(N2C(C=3C=CC(=CC13)C(=O)NCC=1C=NC=CC1)=NCC2)=O 6-ethyl-5-oxo-N-(pyridin-3-ylmethyl)-2,3,5,6-tetrahydroimidazo[1,2-c]quinazoline-8-carboxamide